hydroxyethylammonium p-toluenesulfonate CC1=CC=C(C=C1)S(=O)(=O)[O-].OCC[NH3+]